NC1=C(C=CC=C1O)C1=CC(=CC=C1)O amino-3,3'-dihydroxybiphenyl